2,6-di-tert-amylanthracene C(C)(C)(CC)C1=CC2=CC3=CC=C(C=C3C=C2C=C1)C(C)(C)CC